Naphthyl-silane C1(=CC=CC2=CC=CC=C12)[SiH3]